2-[4-(4-chlorophenyl)-5-[2-(difluoromethyl)pyridin-4-yl]-1H-imidazol-1-yl]-N-[(3R)-1-methylpyrrolidin-3-yl]acetamide ClC1=CC=C(C=C1)C=1N=CN(C1C1=CC(=NC=C1)C(F)F)CC(=O)N[C@H]1CN(CC1)C